C(#N)C1=C(C=CC=2C=3N(CCOC21)C=C(N3)N3C(OC[C@H]3C(F)F)=O)N[C@H](C(=O)N)C (S)-2-((8-Cyano-2-((S)-4-(difluoromethyl)-2-oxooxazolidin-3-yl)-5,6-dihydrobenzo[f]imidazo[1,2-d][1,4]oxazepin-9-yl)amino)propionamide